6,7-dichloro-1,2,3,4-tetrahydronaphthalen ClC=1C=C2CCCCC2=CC1Cl